6-[4-(difluoromethoxy)phenyl]-3-oxo-2-(pyridin-3-yl)-2,3-dihydropyridazine-4-carboxylic acid FC(OC1=CC=C(C=C1)C=1C=C(C(N(N1)C=1C=NC=CC1)=O)C(=O)O)F